2-isopropyl-5-((4-methoxybenzyl)thio)pyridazin-3(2H)-one C(C)(C)N1N=CC(=CC1=O)SCC1=CC=C(C=C1)OC